Racemic-glutamic acid N[C@@H](CCC(=O)O)C(=O)O |r|